CSCCC(=O)O 3-(METHYLTHIO)PROPIONIC ACID